N-(1-(2-chlorobenzyl)-6-methylisoquinolin-5-yl)-4-((2,4-dimethoxybenzyl)amino)quinazoline-8-carboxamide ClC1=C(CC2=NC=CC3=C(C(=CC=C23)C)NC(=O)C=2C=CC=C3C(=NC=NC23)NCC2=C(C=C(C=C2)OC)OC)C=CC=C1